[Al].C(C(=O)F)(=O)F difluorooxalate aluminum